C(CCC)N(C=1N=NN(N1)CC1=C(N=NN1C)C1=CC=C(C(=N1)C)O[C@@H]1C[C@H](CCC1)C(=O)O)C (1S,3S)-3-((6-(5-((5-(butyl(methyl)amino)-2H-tetrazol-2-yl)methyl)-1-methyl-1H-1,2,3-triazol-4-yl)-2-methylpyridin-3-yl)oxy)cyclohexane-1-carboxylic acid